2-benzyl-3,4-dimethylphenol C(C1=CC=CC=C1)C1=C(C=CC(=C1C)C)O